4-[4-cyano-2-({[(2'R,4S)-6-(tetrahydro-2H-pyran-4-ylcarbamoyl)-2,3-dihydrospiro[chromene-4,1'-cyclopropan]-2'-yl]carbonyl}amino)phenyl]butanoic acid C(#N)C1=CC(=C(C=C1)CCCC(=O)O)NC(=O)[C@H]1[C@]2(C1)CCOC1=CC=C(C=C12)C(NC1CCOCC1)=O